ClC1=C(C=CC(=C1)Cl)[C@H]1[C@@H](C1)NC(=O)[C@]1(C=2C=CC=NC2C(CC1)=O)F (S)-N-((trans)-2-(2,4-dichloro-phenyl)cyclopropyl)-5-fluoro-8-oxo-5,6,7,8-tetrahydro-quinoline-5-carboxamide